C2-hydroxyethane-1-sulfonamide OCCS(=O)(=O)N